tert-butyl 4-[[1-[2-(2,6-dioxo-3-piperidyl)-5-fluoro-1,3-dioxo-isoindolin-4-yl]-4-piperidyl]methyl]piperazine-1-carboxylate O=C1NC(CCC1N1C(C2=CC=C(C(=C2C1=O)N1CCC(CC1)CN1CCN(CC1)C(=O)OC(C)(C)C)F)=O)=O